FC(CN)C(=O)O α-fluoro-β-alanine